(S)-N-((S)-1-cyano-2-(5-(3-methyl-2-oxo-2,3-dihydrobenzo[d]oxazol-5-yl)pyridin-2-yl)ethyl)-1,4-oxazepane-2-carboxamide C(#N)[C@H](CC1=NC=C(C=C1)C=1C=CC2=C(N(C(O2)=O)C)C1)NC(=O)[C@H]1OCCCNC1